(ethyl) (nonafluoroisobutyl) ether FC(C(C(F)(F)OCC)(C(F)(F)F)F)(F)F